C1(=CC=CC=C1)C1=C2C(=C(C=3C=4C=CC=C5C4C(=CC=4NC6=CC=CC=C6C54)C13)C1=CC=CC=C1)C=CC=C2 10,15-diphenyl-8H-benzo[6,7]fluoreno[9,1-bc]carbazole